{[5-(4-chlorophenyl)-1-(2,4-dichlorophenyl)-1H-pyrazol-3-yl]oxy}acetic acid ClC1=CC=C(C=C1)C1=CC(=NN1C1=C(C=C(C=C1)Cl)Cl)OCC(=O)O